CO[Si](CCCNC(C#C)=O)(OC)OC N-(3-(trimethoxysilyl)propyl)propiolamide